C1(=CC=CC=C1)N1C=[N+](C=C1)C1=CC=CC=C1 1,3-diphenylimidazolium